O=C1NC(CCC1C1=NN(C2=C(C=CC=C12)N1CCC(CC1)CN1C2COCC1CN(C2)C(=O)OC(C)(C)C)C)=O tert-butyl 9-((1-(3-(2,6-dioxopiperidin-3-yl)-1-methyl-1H-indazol-7-yl)piperidin-4-yl)methyl)-3-oxa-7,9-diazabicyclo[3.3.1]nonane-7-carboxylate